BrCCOC1=CC(=CC=C1)C 1-(2-bromoethoxy)-3-methylbenzene